[PH2]([O-])=O.C1(=CC=CC=C1)C=1C(=C(C(=O)P(O)O)C(=CC1C)C)C.[Li+] lithium phenyl-2,4,6-trimethylbenzoylphosphonite (phosphinate)